allyl-valerolactone C(C=C)C1C(=O)OCCC1